vinylamine C(=C)N